FC=1C(=C2C3=C(NC2=C(C1)C(=O)N)CCS(C3)=O)C3=C1CCNCC1=CC=C3 8-fluoro-9-(1,2,3,4-tetrahydroisoquinolin-5-yl)-1,3,4,5-tetrahydrothiopyrano[4,3-b]indole-6-carboxamide-2-oxide